C(C1=CC=CC=C1)N1C[C@@H](C[C@H](C1)F)OCC1=CC=CC=C1 (3R,5R)-1-benzyl-3-(benzyloxy)-5-fluoropiperidine